FC=1C=C(C=CC1OCCCCCCCC)B(O)O 3-fluoro-4-(octyloxy)phenylboronic acid